tricarboxyl-eleostearic acid C(=O)(O)C(CCCC=CC=CC=CCCCCCCCC(=O)O)(C(=O)O)C(=O)O